OC1=C(C=O)C(=CC=C1)OC[C@H]1N(CCCC1)C(C1=C(N=CC=C1)CCO)=O (S)-2-hydroxy-6-((1-(2-(2-hydroxyethyl)nicotinoyl)-piperidin-2-yl)methoxy)-benzaldehyde